N-(3-((1-(3-(aminomethyl)benzoyl)-4-hydroxypiperidin-4-yl)methyl)-4-oxo-3,4-dihydroquinazolin-7-yl)-3-(4-methylpiperazin-1-yl)propanamide NCC=1C=C(C(=O)N2CCC(CC2)(O)CN2C=NC3=CC(=CC=C3C2=O)NC(CCN2CCN(CC2)C)=O)C=CC1